F[C@H]1CN(CC[C@H]1NC=1C=2N(C=CC1)C(=C(N2)C#CCNC2=C(C=C(C(=O)NC)C=C2)OC([2H])([2H])[2H])SC(F)(F)F)C 4-{[3-(8-{[(3S,4R)-3-fluoro-1-methylpiperidin-4-yl]amino}-3-[(trifluoromethyl)sulfanyl]imidazo[1,2-a]pyridin-2-yl)prop-2-yn-1-yl]amino}-3-(2H3)methoxy-N-methylbenzamide